NC1=C2CCN(C2=CC(=C1)C#N)S(=O)(=O)C1=C2C(=CNC(C2=CC=C1)=O)Cl 4-amino-1-((4-chloro-1-oxo-1,2-dihydroisoquinolin-5-yl)sulfonyl)indoline-6-carbonitrile